FC(C=1C=CC=2N(N1)C(=CN2)C2=CC(=NC=N2)N2CC(C(CC2C)(F)F)CNS(=O)(=O)C)F N-((1-(6-(6-(Difluoromethyl)imidazo[1,2-b]pyridazin-3-yl)pyrimidin-4-yl)-4,4-difluoro-6-methylpiperidin-3-yl)methyl)methanesulfonamide